C[S+](C1=CC=C(C=C1)C1CCCCC1)C dimethyl-(p-cyclohexylphenyl)sulfonium